ClC=1C(=NC=CC1)N1N=C(C=C1C1=NC2=C(C(O1)=O)C=C1C(=C2C)OC(O1)(F)F)C(F)(F)F 6-[2-(3-chloro-2-pyridinyl)-5-(trifluoromethyl)pyrazol-3-yl]-2,2-difluoro-4-methyl-[1,3]dioxolo[4,5-g][3,1]benzoxazin-8-one